[N-](S(=O)(=O)C(F)(F)F)S(=O)(=O)C(F)(F)F.OC=1NC=CN1 hydroxyimidazole bis(trifluoromethanesulfonyl)imide salt